CN1CC2(CN(C2)C2=CC=CC(=N2)CN)CC1 1-(6-[6-methyl-2,6-diazaspiro[3.4]octan-2-yl]pyridin-2-yl)methanamine